2-(5-amino-2-(furan-2-yl)-7H-pyrazolo[4,3-e][1,2,4]triazolo[1,5-c]pyrimidin-7-yl)-N-((1S,3S)-3-hydroxy-3-methylcyclobutyl)-2-phenylpropanamide NC1=NC2=C(C=3N1N=C(N3)C=3OC=CC3)C=NN2C(C(=O)NC2CC(C2)(C)O)(C)C2=CC=CC=C2